dimethyl rel-(1R,3S,5s)-5-((4-((tert-butyldimethylsilyl)oxy)butyl)(methyl)amino)cyclohexane-1,3-dicarboxylate [Si](C)(C)(C(C)(C)C)OCCCCN(C1C[C@H](C[C@H](C1)C(=O)OC)C(=O)OC)C |o1:15,17|